C(C)OC(=O)C1(CN(CC1)CC1=CC=CC=C1)C1=NC(=NC=C1C=O)NCC1CC1 1-benzyl-3-(2-((cyclopropylmethyl)amino)-5-formylpyrimidin-4-yl)pyrrolidine-3-carboxylic acid ethyl ester